BrC=1C(=NC(=NC1)NC1=CC2=C(N=CN2C)C=C1)NC1=C(C=CC=C1)S(=O)(=O)C(F)(F)F 5-bromo-N2-(3-methylbenzimidazol-5-yl)-N4-[2-(trifluoromethylsulfonyl)phenyl]pyrimidine-2,4-diamine